3-amino-N-(2-(methyl(pyridin-2-yl)amino)ethyl)-6-(3-methylimidazo[1,2-a]pyridin-6-yl)-5-(oxazol-2-yl)pyrazine-2-carboxamide NC=1C(=NC(=C(N1)C=1OC=CN1)C=1C=CC=2N(C1)C(=CN2)C)C(=O)NCCN(C2=NC=CC=C2)C